C(C)(=O)C=1C(NC(=CC1C)C)=O 3-acetyl-4,6-dimethylpyridin-2(1H)-one